ClC1=CC=C(C=C1)CCC1=NOC(=N1)CN1C=NC=2N=CN(C2C1=O)C 1-({3-(2-(4-chlorophenyl)ethyl)-1,2,4-oxadiazol-5-yl}methyl)-7-methylpurin-6-one